Methyl 4-(3-(4-(((tert-butoxycarbonyl)(2-phenylcyclopropyl)amino)methyl)piperidin-1-yl)-3-oxopropyl)benzoate C(C)(C)(C)OC(=O)N(C1C(C1)C1=CC=CC=C1)CC1CCN(CC1)C(CCC1=CC=C(C(=O)OC)C=C1)=O